FC(C1=C(C[C@H](N)C(=O)O)C=CC=C1)(F)F 2-trifluoromethyl-phenylalanine